CN(CCNC(=O)C1=NC=C(C=N1)C1=CC=C(C(=N1)OC)NC(=O)C=1C(=NOC1C)C1=CC=CC=C1)C [6-[2-[2-(dimethylamino)ethylcarbamoyl]pyrimidin-5-yl]-2-methoxy-3-pyridinyl]-5-methyl-3-phenyl-isoxazole-4-carboxamide